C(C)OC(=O)C=1C(=NC2=C(C(=CC=C2C1)C1CCC1)C1=CN=C(N1)C1=CC=CC=C1)OC.C(C)(C)C1=C(/N=C/C2=NC=CC=C2)C(=CC=C1)C(C)C (E)-2,6-diisopropyl-N-(pyridin-2-ylmethylene)aniline ethyl-7-cyclobutyl-2-methoxy-8-(2-phenyl-1H-imidazol-5-yl)quinoline-3-carboxylate